(E)-1-(4-(1-(((4-cyclohexyl-3-iodobenzyl)oxy)imino)ethyl)-2-ethylbenzyl)azetidine-3-carboxylic acid C1(CCCCC1)C1=C(C=C(CO\N=C(/C)\C2=CC(=C(CN3CC(C3)C(=O)O)C=C2)CC)C=C1)I